2-hydroxy-3-naphthal oxime OC1=CC2=CC=CC=C2C=C1C=NO